4-(4-((tert-Butoxycarbonyl)amino)phenyl)-6,6-dimethyltetrahydro-2H-pyran-3-carboxylic acid C(C)(C)(C)OC(=O)NC1=CC=C(C=C1)C1C(COC(C1)(C)C)C(=O)O